FC1=C2N=C3CN(CCN3C2=C(C=2CC(CC12)C(=O)OC)F)C(=O)OC(C)(C)C O5-tert-butyl O13-methyl 10,16-difluoro-2,5,8-triazatetracyclo[7.7.0.02,7.011,15]hexadeca-1(16),7,9,11(15)-tetraene-5,13-dicarboxylate